ClC1=NC=C(C(=N1)N1CCC(CC1)OC1=CC2=C(OC(C(O2)([2H])[2H])([2H])[2H])C=C1)C 2-chloro-4-(4-((2,3-dihydrobenzo[b][1,4]dioxin-6-yl-2,2,3,3-d4)oxy)piperidin-1-yl)-5-methylpyrimidine